O=C1NC=2C(=NC=C(C2)C(=O)NC2=CC=CC=C2)N1 2-Oxo-N-phenyl-2,3-dihydro-1H-imidazo[4,5-b]pyridine-6-carboxamide